5-[4-[(3S)-1-(3-fluoropropyl)pyrrolidin-3-yl]oxyphenyl]-6-(o-tolyl)-8,9-dihydro-7H-benzo[7]annulen-2-ol FCCCN1C[C@H](CC1)OC1=CC=C(C=C1)C1=C(CCCC2=C1C=CC(=C2)O)C2=C(C=CC=C2)C